COC(=O)C=1C=NC=C(C1)[N+](=O)[O-] 5-nitropyridine-3-carboxylic acid methyl ester